N,N'-di-tert-butylpropylenediamine C(C)(C)(C)NCC(C)NC(C)(C)C